NCC(=O)N1C(C=2N(CC1)C(=C(N2)C2=CC(=C(C(=C2)F)F)F)NC=2C=C(C#N)C=CN2)(C)C 2-((7-glycyl-8,8-dimethyl-2-(3,4,5-trifluorophenyl)-5,6,7,8-tetrahydroimidazo[1,2-a]pyrazin-3-yl)amino)isonicotinonitrile